2-chloro-4-[(7-fluoro-6-nitro-quinazolin-4-yl)amino]phenol ClC1=C(C=CC(=C1)NC1=NC=NC2=CC(=C(C=C12)[N+](=O)[O-])F)O